N-[[6-(4-Oxazol-5-ylanilino)-2-pyridyl]sulfonyl]-2-(2,2,4-trimethylpyrrolidin-1-yl)pyridin-3-carboxamid O1C=NC=C1C1=CC=C(NC2=CC=CC(=N2)S(=O)(=O)NC(=O)C=2C(=NC=CC2)N2C(CC(C2)C)(C)C)C=C1